BrC=1C=C(C=C(C1)OC)[C@H]1C[C@H]([C@H]2[C@@H]1OC(O2)(C)C)N2C=CC1=C2N=C(N=C1Cl)Cl 7-[(3aS,4R,6R,6aR)-6-(3-bromo-5-methoxyphenyl)-2,2-dimethyl-tetrahydro-3aH-cyclopenta[d][1,3]dioxol-4-yl]-2,4-dichloropyrrolo[2,3-d]pyrimidine